CNC=1N=CC(=NC1C=1C2=C(C=NC1)N(C=N2)C)C(=O)O 5-(methylamino)-6-(3-methylimidazo[4,5-c]pyridin-7-yl)pyrazine-2-carboxylic acid